tert-butyl (2s,4s)-2-[(3-chloro-4-fluorophenyl) (propan-2-yl) carbamoyl]-4-cyanopyrrolidine-1-carboxylate ClC=1C=C(C=CC1F)N(C(=O)[C@H]1N(C[C@H](C1)C#N)C(=O)OC(C)(C)C)C(C)C